C(C)OC(=O)C=1C=NN(C1C)C(C)C(C)SC 1-(3-(methylthio)butan-2-yl)-5-methyl-1H-pyrazole-4-carboxylic acid ethyl ester